NC1CC(C1)C1=CB(OC=2C1=C1C(=NC2)NC=C1)O 9-((1s,3s)-3-aminocyclobutyl)-[1,2]oxaborinino[5,6-d]pyrrolo[2,3-b]pyridin-7(3H)-ol